N1C(CC(C=C1)=O)=O 2,4(1H,3H)-Pyridinedione